ClC1=CC2=C(S1)[C@@]1(C[C@@H](N[C@@H](C1)C=1N=NN(C1)C)C1CC1)OCC2 (2'R,6'S,7S)-2-chloro-2'-cyclopropyl-6'-(1-methyltriazol-4-yl)spiro[4,5-dihydrothieno[2,3-c]pyran-7,4'-piperidine]